trans-N-(5-(3-Ethoxy-7'-fluoro-3'-methyl-2'-oxo-2',3'-dihydrospiro[cyclobutane-1,1'-pyrrolo[2,3-c]quinolin]-8'-yl)-2-(2-(isopropylamino)ethoxy)pyridin-3-yl)methanesulfonamide C(C)OC1CC2(C(N(C=3C=NC=4C=C(C(=CC4C32)C=3C=C(C(=NC3)OCCNC(C)C)NS(=O)(=O)C)F)C)=O)C1